O=C1NC(CCC1N1C(C2=CC=C(C=C2C1=O)N1CCC(CC1)C(=O)N1CCC(CC1)C1=CC=C(C=C1)NC=1N=C(N=NC1C(=O)N)N1CCCCC1)=O)=O 5-((4-(1-(1-(2-(2,6-dioxopiperidin-3-yl)-1,3-dioxoisoindolin-5-yl)piperidine-4-carbonyl)piperidin-4-yl)phenyl)amino)-3-(piperidin-1-yl)-1,2,4-triazine-6-carboxamide